C(CC\C=C/CCCCCCCC)CC(=O)[O-] (Z)-4-TRIDECEN-1-YL-ACETATE